FCCOCCOC[C@H]1CN(CCN1C1=NC=NC=N1)C1=NC=C(C=N1)/C=C/C=1C=CC(=NC1)C1=CN=CO1 (R,E)-5-(5-(2-(2-(3-((2-(2-fluoroethoxy)ethoxy)methyl)-4-(1,3,5-triazin-2-yl)piperazin-1-yl)pyrimidin-5-yl)vinyl)pyridin-2-yl)oxazole